C(C)(C)(C)OC(=O)NS(=O)(=O)NCC(C)C1CCN(CC1)C(=O)OC(C)(C)C tert-butyl 4-(1-((N-(tert-butoxycarbonyl)sulfamoyl)amino)propan-2-yl)piperidine-1-carboxylate